CC1(CN(CCC1=O)C(=O)OC(C)(C)C)C(=O)OC 1-tert-Butyl 3-methyl 3-methyl-4-oxopiperidine-1,3-dicarboxylate